5-(3-(2,2-Difluoroethyl)-2-methyl-3H-imidazo[4,5-b]pyridin-5-yl)-N-(2-fluoro-2-methylpropyl)-7H-pyrrolo[2,3-d]pyrimidin-2-amine FC(CN1C(=NC=2C1=NC(=CC2)C2=CNC=1N=C(N=CC12)NCC(C)(C)F)C)F